(7-bromo-3-ethylimidazo[1,2-a]pyridin-2-yl)methanol BrC1=CC=2N(C=C1)C(=C(N2)CO)CC